1,2,3,4-tetrahydrothieno[2,3-b]pyrazine-6-carboxylate N1C2=C(NCC1)SC(=C2)C(=O)[O-]